FC1(C[C@H](N(C1)CC(=O)N1C[C@@H](CC1)O)C#N)F (S)-4,4-difluoro-1-(2-((R)-3-hydroxypyrrolidin-1-yl)-2-oxoethyl)pyrrolidine-2-carbonitrile